(RS)-6-isopropyl-2-methoxy-3-(3-methoxypropoxy)-9-oxo-9,10-dihydro-6H-pyrano[3,2-b:4,5-b']dipyridine-8-carbonitrile C(C)(C)[C@H]1OC=2C(=NC(=C(C2)OCCCOC)OC)C=2NC(C(=CC21)C#N)=O |r|